C(C)(C)(C)OC(N(C)C1CNC1)=O azetidin-3-yl(methyl)carbamic acid tert-butyl ester